3-(5,5-dimethyl-4,5-dihydroisoxazol-3-yl)propionic acid propyl ester C(CC)OC(CCC1=NOC(C1)(C)C)=O